CN1C=NC=C1C1=NC(=NC=C1)C(=O)NC1CC(C1)OC1=CC=CC=C1 4-(1-methyl-1H-imidazol-5-yl)-N-((1r,3r)-3-phenoxycyclobutyl)pyrimidine-2-carboxamide